azetidine-1-sulfonamide N1(CCC1)S(=O)(=O)N